tert-Butyl 5-((2,4-difluorophenyl)sulfonyl)-2,5-diazabicyclo[2.2.2]octane-2-carboxylate FC1=C(C=CC(=C1)F)S(=O)(=O)N1C2CN(C(C1)CC2)C(=O)OC(C)(C)C